6-{7-carbamoyl-8-[(2-cyano-2-methylideneethyl)amino]naphthalen-2-yl}-N-(1-methylpiperidin-4-yl)pyridine-2-carboxamide C(N)(=O)C1=CC=C2C=CC(=CC2=C1NCC(=C)C#N)C1=CC=CC(=N1)C(=O)NC1CCN(CC1)C